N-(4-Bromo-3,5-difluorophenyl)-4-methylpiperazine-1-carboxamide BrC1=C(C=C(C=C1F)NC(=O)N1CCN(CC1)C)F